FC=1C=C(C=CC1OC1=NC=NC=C1C1=NC(=NC=C1)N[C@@H]1CNCCC1)NS(=O)(=O)C1=CC=CC=C1 N-[3-fluoro-4-[5-[2-[[(3S)-3-piperidyl]amino]pyrimidin-4-yl]pyrimidin-4-yl]oxy-phenyl]benzenesulfonamide